(E)-3-(5-(benzyloxy)-6-chloro-1H-indol-3-yl)-2-cyanoacrylamide C(C1=CC=CC=C1)OC=1C=C2C(=CNC2=CC1Cl)/C=C(/C(=O)N)\C#N